OCCN1C(NC=C1)=O 1-(2-hydroxyethyl)imidazolone